ferulic acid dodecyl ester C(CCCCCCCCCCC)OC(\C=C\C1=CC(OC)=C(O)C=C1)=O